(6Ar,10aR)-1-methoxy-6,6-dimethyl-3-(2-methylpentan-2-yl)-9-(trifluoromethyl)-6a,7,10,10a-tetrahydrobenzo[c]chromene COC1=C2[C@H]3[C@H](C(OC2=CC(=C1)C(C)(CCC)C)(C)C)CC=C(C3)C(F)(F)F